(1aRS,7bSR)-5-[2-((E)-3-diethylaminoprop-1-enyl)-4-fluorobenzenesulfonylamino]-7b-methyl-1,1a,2,7b-tetrahydrocyclopropa[c]chromene-4-carboxylic acid C(C)N(C/C=C/C1=C(C=CC(=C1)F)S(=O)(=O)NC1=CC=C2[C@@]3([C@H](COC2=C1C(=O)O)C3)C)CC |r|